N-(2-ethyl-4,5,6,7-tetrahydrobenzo[d]thiazol-7-yl)-2-methoxy-N,6-dimethylnicotinamide C(C)C=1SC2=C(N1)CCCC2N(C(C2=C(N=C(C=C2)C)OC)=O)C